2-chloro-5-methoxy-4-(4-(1-methyl-4-(trifluoromethyl)-1H-imidazol-2-yl)benzyl)pyridine ClC1=NC=C(C(=C1)CC1=CC=C(C=C1)C=1N(C=C(N1)C(F)(F)F)C)OC